F[C@@H]1C[C@H](N(C1)C(CN1N=C(C2=CC(=CC=C12)C1=CN=NC=C1)C(=O)N)=O)C(N(C)C=1C=NC=CC1)=O 1-(2-((2S,4R)-4-fluoro-2-(pyridin-3-yl-methyl-carbamoyl)pyrrolidin-1-yl)-2-oxoethyl)-5-(pyridazin-4-yl)-1H-indazole-3-carboxamide